N1N=CCC1 4,5-dihydropyrazol